4-cyano-4-[(dodecylthiocarbonyl)-thio]pentanoic acid C(#N)C(CCC(=O)O)(C)SC(=S)CCCCCCCCCCCC